4-methyl-1-{[(2S)-5-oxopyrrolidin-2-yl]methoxy}-7-(propan-2-yloxy)isoquinoline-6-carboxamide CC1=CN=C(C2=CC(=C(C=C12)C(=O)N)OC(C)C)OC[C@H]1NC(CC1)=O